5-amino-4-bromo-6-[1-methyl-5-(trifluoromethyl)benzimidazol-2-yl]pyridine-2-carboxamide NC=1C(=CC(=NC1C1=NC2=C(N1C)C=CC(=C2)C(F)(F)F)C(=O)N)Br